Ethylallylpyrrolidine C(C)C=CCN1CCCC1